ethylenediamine diacetate sodium [Na+].C(C)(=O)[O-].C(C)(=O)[O-].C(CN)N.[Na+]